N[C@H]1CCC=2C=3C1=C1C(=NC3C=C3C2OCO3)C3=CC2=C(C(N3C1)=O)COC([C@]2(O)CC)=O (1S,10S)-1-amino-10-ethyl-10-hydroxy-1,2,3,10,13,16-hexahydro-11H,14H-benzo[de][1,3]dioxolo[4,5-g]pyrano[3',4':6,7]indolizino[1,2-b]quinoline-11,14-dione